6-(2-Methoxypyridin-4-yl)-1-(4-(1-methyl-4-(trifluoromethyl)-1H-imidazol-2-yl)benzyl)-1,3-dihydro-2H-imidazo[4,5-c]pyridin-2-one COC1=NC=CC(=C1)C1=CC2=C(C=N1)NC(N2CC2=CC=C(C=C2)C=2N(C=C(N2)C(F)(F)F)C)=O